4-Amino-6-(benzo[d][1,3]dioxol-4-ylamino)-N-phenylpyridineamide NC1=CC(=NC(=C1)NC1=CC=CC=2OCOC21)C(=O)NC2=CC=CC=C2